COC1=C(C(=O)O)C=CC=C1.OC1=C(C(=O)OC)C=CC=C1 methyl hydroxybenzoate (methyloxybenzoate)